FC(C=1C=C(OCC(=O)NCCCCCCCCCCCCCC(=O)O)C=CC1C(F)(F)F)(F)F 14-(2-(3,4-bis(trifluoromethyl)phenoxy)acetamido)tetradecanoic acid